C(CCCCCCCCCC=CCCCCCCCC)(=O)OCCCCCCCCCCCCCCCCCCCCCCC tricosyl eicosa-11-enoate